C(C)(C)(C)OC(=O)N([C@@H]1C[C@H](N(C1)C(=O)OC(C)(C)C)C=1NC2=C(N1)C(=C1C(=C2F)CC(C1)CO)F)C tert-butyl (2S,4R)-4-[tert-butoxycarbonyl(methyl)amino]-2-[4,8-difluoro-6-(hydroxymethyl)-3,5,6,7-tetrahydrocyclopenta[f]benzimidazol-2-yl]pyrrolidine-1-carboxylate